C1(CC1)N1CCN(CC1)C1=C(C=C(C(=C1)OC)NC1=NC=NC(=C1)N1OCC[C@@H]1C1=CC(=CC=C1)C(F)(F)F)NC(C=C)=O N-(2-(4-cyclopropyl-piperazine-1-yl)-4-methoxy-5-((6-((R)-3-(3-(trifluoromethyl)phenyl)isoxazolidine-2-yl)pyrimidine-4-yl)amino)-phenyl)acrylamide